ClC1=C(C(=CC=C1)Cl)C=NC=1C=NC=CC1 1-(2,6-dichlorophenyl)-N-(pyridin-3-yl)methanimine